C(C)NC(=O)N1[C@@H]([C@@H](CCC1)C1=NNC=C1)CO[C@@H]1CC[C@@H](CC1)C1=CC=CC=C1 (2S,3R)-N-ethyl-2-((((CIS)-4-phenylcyclohexyl)oxy)methyl)-3-(1H-pyrazol-3-yl)piperidine-1-carboxamide